tert-Butyl 2-(4-(2-(4-(3-(6-cyano-5-(trifluoromethyl)pyridin-3-yl)-5,5-dimethyl-4-oxo-2-thioxoimidazolidin-1-yl)-2-(2-fluoroethyl)phenoxy)ethyl)piperazin-1-yl)acetate C(#N)C1=C(C=C(C=N1)N1C(N(C(C1=O)(C)C)C1=CC(=C(OCCN2CCN(CC2)CC(=O)OC(C)(C)C)C=C1)CCF)=S)C(F)(F)F